cerium phenylalanine N[C@@H](CC1=CC=CC=C1)C(=O)O.[Ce]